[13CH2]([C@H](O)[C@H](O)[C@H](O)CO)O ribitol-13C